CNS(=O)(=O)C1=CC(=C(C=C1)NC1=NC=C(C=C1)C(F)(F)F)C=1N=C2OC(CN2C1)C N-methyl-3-(2-methyl-2,3-dihydroimidazo[2,1-B]oxazol-6-yl)-4-((5-(trifluoromethyl)pyridin-2-yl)amino)benzenesulfonamide